ON1N=NC=C1 1-hydroxy-1,2,3-triazole